1-(((5s,7s)-3-(5'-fluoro-4-methyl-[2,2'-bipyridine]-5-yl)-7-methyl-2-oxo-1-oxa-3-azaspiro[4.5]decan-7-yl)methyl)-1H-benzo[d]imidazole-6-carbonitrile FC=1C=CC(=NC1)C1=NC=C(C(=C1)C)N1C(O[C@]2(C1)C[C@@](CCC2)(C)CN2C=NC1=C2C=C(C=C1)C#N)=O